(2R,3S,4R,5R)-5-(4-amino-7H-pyrrolo[2,3-d]pyrimidin-7-yl)-2-((R)-bicyclo[4.2.0]octa-1(6),2,4-trien-3-yl(hydroxy)methyl)-3-methyltetrahydrofuran-3,4-diol NC=1C2=C(N=CN1)N(C=C2)[C@H]2[C@@H]([C@@]([C@H](O2)[C@H](O)C2=CC=1CCC1C=C2)(O)C)O